Cl.C(#N)C=1C=CC(=C2C=CC=NC12)N1C[C@@]2(C[C@@]2(C1)C(F)(F)F)C(=O)N[C@H]1CNCCC1(F)F (1S,5r)-3-(8-cyanoquinolin-5-yl)-N-((S)-4,4-difluoropiperidin-3-yl)-5-(trifluoromethyl)-3-azabicyclo[3.1.0]hexane-1-carboxamide hydrochloride